methyl (1s,3s)-1-(3-bromophenyl)-3-methoxycyclobutane-1-carboxylate BrC=1C=C(C=CC1)C1(CC(C1)OC)C(=O)OC